4-((3S,5R)-3-cyclopropyl-5-methylpiperazin-1-yl)-2-ethyl-N-(8-fluoro-2-methylimidazo[1,2-a]pyridin-6-yl)-2H-indazole-7-carboxamide C1(CC1)[C@H]1CN(C[C@H](N1)C)C=1C2=CN(N=C2C(=CC1)C(=O)NC=1C=C(C=2N(C1)C=C(N2)C)F)CC